N-[5-(2,6-difluoro-4-methoxyphenyl)-2-[6-(dimethylamino)-3-(trifluoromethyl)pyridin-2-yl]-1-methyl-3-oxo-2,3-dihydro-1H-pyrazol-4-yl]-4-(difluoromethoxy)benzamide FC1=C(C(=CC(=C1)OC)F)C1=C(C(N(N1C)C1=NC(=CC=C1C(F)(F)F)N(C)C)=O)NC(C1=CC=C(C=C1)OC(F)F)=O